N1CCC(CC1)CNC1=NC=CC=N1 N-(Piperidin-4-ylmethyl)pyrimidin-2-amine